ClC1=CC=C(C=C1)N1C(=NC=2NC(N(C(C12)=O)CC(=O)N)=O)C1=NC=CC=C1Cl 2-[7-(4-chlorophenyl)-8-(3-chloropyridin-2-yl)-2,6-dioxo-3H-purin-1-yl]acetamide